C(#N)[C@H](C[C@H]1C(NCCC1)=O)NC(=O)[C@H]1N([C@@H]2CC([C@H]1CC2)(F)F)C([C@H](CC(C)C)NC(C(F)(F)F)=O)=O (1S,3S,4S)-N-[(1S)-1-cyano-2-[(3S)-2-oxo-3-piperidyl]ethyl]-5,5-difluoro-2-[(2S)-4-methyl-2-[(2,2,2-trifluoroacetyl)amino]pentanoyl]-2-azabicyclo[2.2.2]octane-3-carboxamide